2,5-dimethylheptamethylenediamine CC(CN)CCC(CCN)C